(hydroxymethyl)-1,2,4,5-tetramethyl-1H-imidazol-3-ium OC[N+]1=C(N(C(=C1C)C)C)C